(2S,4R)-N-[2-[[4-[[3-[4-(cyanomethoxy)-2,3-difluorophenyl]imidazo[1,2-a]pyrazin-8-yl]amino]-2-ethylbenzoyl]amino]ethyl]-4-hydroxypyrrolidine-2-carboxamide C(#N)COC1=C(C(=C(C=C1)C1=CN=C2N1C=CN=C2NC2=CC(=C(C(=O)NCCNC(=O)[C@H]1NC[C@@H](C1)O)C=C2)CC)F)F